3-(5-fluoro-2-(((3R,4R)-3-fluoro-1-(methylsulfonyl)piperidin-4-yl)amino)pyrrolo[2,1-f][1,2,4]triazin-7-yl)cyclopentan-1-ol FC=1C=C(N2N=C(N=CC21)N[C@H]2[C@@H](CN(CC2)S(=O)(=O)C)F)C2CC(CC2)O